3-fluoro-4-(((6,6a,7,8,9,10-hexahydropyrazino[1,2-d]pyrido[3,2-b][1,4]oxazin-2-yl)oxy)methyl)benzonitrile FC=1C=C(C#N)C=CC1COC=1C=CC=2OCC3N(C2N1)CCNC3